potassium Phosphoric acid P(O)(O)(O)=O.[K]